NC=1OC2=C(C=NC=C2N2C[C@@H](OCC2)C(=O)N2[C@@H](C3=C(C=C(C=C3CC2)C(F)(F)F)F)C)N1 ((R)-4-(2-aminooxazolo[4,5-c]pyridin-7-yl)morpholin-2-yl)((R)-8-fluoro-1-methyl-6-(trifluoromethyl)-3,4-dihydroisoquinolin-2(1H)-yl)methanone